FC(C(=O)O)(F)F.NC1=C2C(=NC=N1)N(N=C2C=2C=CC1=C(N=C(O1)N)C2)C2=NC=NC(=C2)N2CCNCC2 5-(4-amino-1-(6-(piperazin-1-yl)pyrimidin-4-yl)-1H-pyrazolo[3,4-d]pyrimidin-3-yl)benzo[d]oxazol-2-amine trifluoroacetate salt